C1(=CC=CC=C1)C=1N=C(OC1C1=CC=CC=C1)CCC(=O)O 4,5-Diphenyl-2-oxazolepropanoic acid